C(#N)C1=C(C=C(C=C1)N1C(N(C(C1=O)(C)C)C1=CC(=C(OC2CCN(CC2)C(=O)OC(C)(C)C)C=C1)F)=S)C(F)(F)F tert-Butyl 4-(4-(3-(4-Cyano-3-(trifluoromethyl)phenyl)-5,5-dimethyl-4-oxo-2-thioxoimidazolidin-1-yl)-2-fluorophenoxy)piperidine-1-carboxylate